tert-butyl (S)-3-((8-cyanoquinolin-5-yl)amino)pyrrolidine-1-carboxylate C(#N)C=1C=CC(=C2C=CC=NC12)N[C@@H]1CN(CC1)C(=O)OC(C)(C)C